N-ethyl-5-fluoro-2-((5-(2-((3R)-6-((3-hydroxy-2-methoxypropyl)amino)-2-methylhexan-3-yl)-2,6-diazaspiro[3.4]octan-6-yl)-1,2,4-triazin-6-yl)oxy)-N-isopropylbenzamide C(C)N(C(C1=C(C=CC(=C1)F)OC1=C(N=CN=N1)N1CC2(CN(C2)[C@@H](C(C)C)CCCNCC(CO)OC)CC1)=O)C(C)C